CN(CCNS(=O)(=O)C1=CC=C(C=C1)NC1=NC=C(C(=N1)C1=CC2=C(OCCN2C(C)C)C(=C1)F)F)C N-(2-(dimethylamino)ethyl)-4-((5-fluoro-4-(8-fluoro-4-isopropyl-3,4-dihydro-2H-benzo[b][1,4]oxazin-6-yl)pyrimidin-2-yl)amino)benzenesulfonamide